methyl (S)-2-((1,4-dioxane-2-yl)methyl)-9-(trifluoromethyl)-4,5-dihydro-2H-benzo[g]indazole-7-carboxylate O1[C@H](COCC1)CN1N=C2C3=C(CCC2=C1)C=C(C=C3C(F)(F)F)C(=O)OC